3-(5-(((1S,2R)-2-(benzyloxy)cyclohexyl)amino)-1-oxoisoindolin-2-yl)piperidine-2,6-dione C(C1=CC=CC=C1)O[C@H]1[C@H](CCCC1)NC=1C=C2CN(C(C2=CC1)=O)C1C(NC(CC1)=O)=O